N-(4-amino-1H-pyrazolo[4,3-c]pyridin-7-yl)-2-oxo-2-[(2R,5S)-5-methyl-2-[2-(1-methyl-4-piperidyl)-7-quinolyl]-1-piperidyl]acetamide NC1=NC=C(C2=C1C=NN2)NC(C(N2[C@H](CC[C@@H](C2)C)C2=CC=C1C=CC(=NC1=C2)C2CCN(CC2)C)=O)=O